C(=O)(O)C(CC=1C=C(CN(C(=O)NCC2=CC(=CC=C2)CC(C(=O)O)C2CNCC2)CCOC=2C=C(C=CC2)CC(C(=O)O)C2CNCC2)C=CC1)C1CNCC1 3-(3-(2-(1,3-bis(3-(2-carboxy-2-(pyrrolidin-3-yl)ethyl)benzyl)ureido)ethoxy)phenyl)-2-(pyrrolidin-3-yl)propanoic acid